NC1=CC=C(C(=N1)CC)C=1C=CC=C2C=CC(=NC12)C(=O)N1CCCCCC1 (8-(6-amino-2-ethylpyridin-3-yl)quinolin-2-yl)(azepan-1-yl)methanone